ClC=1C(=NC=C(C1[C@@H](C)OC=1C=C2C(=NNC2=CC1OC)C=1C=NC(=NC1)N1CC2(CN(C2)S(=O)(=O)C)C1)Cl)C 5-[(1R)-1-(3,5-dichloro-2-methyl-4-pyridyl)ethoxy]-6-methoxy-3-[2-(2-methylsulfonyl-2,6-diazaspiro[3.3]heptan-6-yl)pyrimidin-5-yl]-1H-indazole